(trans)-2-((2-((2-hydroxy-3-methyl-2H-benzo[e][1,2]oxaborinin-6-yl)amino)-5-methylpyrimidin-4-yl)amino)cyclohexane-1-carbonitrile OB1OC2=C(C=C1C)C=C(C=C2)NC2=NC=C(C(=N2)N[C@H]2[C@@H](CCCC2)C#N)C